ClC=1C(=C(C(=NC1)I)[N+](=O)[O-])C 5-Chloro-2-iodo-4-methyl-3-nitropyridine